OCC1CCC(CC1)N1C(C2=CC(=C(C=C2C1)NC(=O)C1=NC(=CC=C1)C(F)(F)F)N1CCOCC1)=O N-[2-[4-(hydroxymethyl)cyclohexyl]-6-morpholino-1-oxo-isoindolin-5-yl]-6-(trifluoromethyl)pyridine-2-carboxamide